tert-butyl N-[2-[3-(2,6-dibenzyloxy-3-pyridyl)-2-oxo-7-vinyl-benzimidazol-1-yl]ethyl]carbamate C(C1=CC=CC=C1)OC1=NC(=CC=C1N1C(N(C2=C1C=CC=C2C=C)CCNC(OC(C)(C)C)=O)=O)OCC2=CC=CC=C2